ICC1=CC=C(CC2=CC3=C(C(N(N=C3)C)=O)C(=N2)OC)C=C1 7-(4-(Iodomethyl)benzyl)-5-methoxy-3-methylpyrido[3,4-d]pyridazin-4(3H)-one